C(=O)C1=CC=C(C=O)C=C1 p-formyl-benzaldehyde